FC(OCCOC1=NN=C(S1)[C@@H]1CC[C@H](CO1)NC(OC(C)(C)C)=O)(F)F tert-butyl ((3R,6S)-6-(5-(2-(trifluoromethoxy)ethoxy)-1,3,4-thiadiazol-2-yl)tetrahydro-2H-pyran-3-yl)carbamate